1H-pyrrole-2,4-dicarboxylate N1C(=CC(=C1)C(=O)[O-])C(=O)[O-]